pyrimidin-2-yl-piperidine-4-carboxamido-azetidine-1-carboxylate N1=C(N=CC=C1)C1(N(CC1)C(=O)[O-])NC(=O)C1CCNCC1